seryl tetracontanoate C(CCCCCCCCCCCCCCCCCCCCCCCCCCCCCCCCCCCCCCC)(=O)OC([C@@H](N)CO)=O